3-cyano-4-methoxy-5-(methylthio)benzoyl chloride C(#N)C=1C=C(C(=O)Cl)C=C(C1OC)SC